N1C=NC2=C1C=C(S2)C(=O)[O-] 1H-thieno[2,3-d]imidazole-5-carboxylate